3-(1-hexylpiperidin-4-yl)-1H-indole C(CCCCC)N1CCC(CC1)C1=CNC2=CC=CC=C12